N-(5-(4-(4-(Aminomethyl)phenoxy)-1H-pyrrolo[2,3-b]pyridin-3-yl)thiazol-2-yl)-2-phenylacetamid NCC1=CC=C(OC2=C3C(=NC=C2)NC=C3C3=CN=C(S3)NC(CC3=CC=CC=C3)=O)C=C1